C1=NC(=C2C(=N1)N(C=N2)[C@H]3[C@@H]([C@@H]([C@H](O3)COP(=O)([O-])OP(=O)([O-])OP(=O)([O-])OP(=O)([O-])[O-])O)O)N The molecule is an organophosphate oxoanion that is the pentaanionic form of adenosine 5'-tetraphosphate. It is a conjugate base of an adenosine 5'-(pentahydrogen tetraphosphate).